C(C)(=O)N1CCC(CC1)N(C(OC(C)(C)C)=O)CC1=CN(C2=NC(=CC=C21)C2=C(C(=CC=C2)C2=C(C(=NC=C2)C2=CC(=C(C=C2)C=O)OC)Cl)Cl)C tert-Butyl (1-acetylpiperidin-4-yl)((6-(2-chloro-3-(3-chloro-2-(4-formyl-3-methoxyphenyl)pyridin-4-yl)phenyl)-1-methyl-1H-pyrrolo[2,3-b]pyridin-3-yl)methyl)carbamate